C1=CC=CC=2C3=CC=CC=C3C(C12)COC(=O)N(C(C(=O)O)CC1=C(C=CC=C1)Cl)C 2-((((9H-Fluoren-9-yl)methoxy)carbonyl)(methyl)amino)-3-(2-chlorophenyl)propanoic acid